ClC1=CC=C2C(=C1)N=C[C@]21[C@@H](N([C@H]([C@@H]1C1=CC(=CC=C1)Cl)C(=O)NC1=CC=NC=C1)CC)CC(C)(C)C (2'S,3S,4'R,5'R)-6-chloro-4'-(3-chlorophenyl)-1'-ethyl-2'-neopentyl-N-(pyridin-4-yl)spiro[indole-3,3'-pyrrolidine]-5'-carboxamide